CN1CCC(CC1)N1C=C2C=NNC(C2=CC1=O)=O 6-(1-methylpiperidin-4-yl)-2,6-dihydropyrido[3,4-d]Pyridazine-1,7-dione